NC=1C2=C(N=CN1)N(C(=C2C2=CC(=C(C=C2)OC2=NC=CC(=N2)C)F)C2=CC=C(C=C2)N2C(C(CC2)=C)=O)C 1-(4-(4-amino-5-(3-fluoro-4-((4-methylpyrimidin-2-yl)oxy)phenyl)-7-methyl-7H-pyrrolo[2,3-d]pyrimidin-6-yl)phenyl)-3-methylenepyrrolidin-2-one